1-(4-(3-fluoro-5-(trifluoromethyl)benzyl)pyridin-2-yl)-4-(hydroxymethyl)-1H-pyrazole-3-carboxylic acid FC=1C=C(CC2=CC(=NC=C2)N2N=C(C(=C2)CO)C(=O)O)C=C(C1)C(F)(F)F